CSC1=NC=CC(=N1)[Sn](CCCC)(CCCC)CCCC 2-(methylthio)-4-(tributylstannyl)pyrimidine